[Cl-].[Cl-].C[Si](=[Hf+2](C1C(=CC2=C(C(=C(C=C12)C(C)(C)C)OC)C1=CC(=CC(=C1)C)C)C)C1C(=CC2=C(C=3CCCC3C(=C12)C1=CC(=CC(=C1)C)C)C1=CC(=CC(=C1)C)C)C)C Anti-dimethylsilanediyl[2-methyl-4,8-bis(3,5-dimethylphenyl)-1,5,6,7-tetrahydro-s-indacen-1-yl][2-methyl-4-(3,5-dimethylphenyl)-5-methoxy-6-tert-butylinden-1-yl]Hafnium Dichloride